(2E)-4-[(tert-butoxycarbonyl)(methyl)amino]but-2-enoic acid C(C)(C)(C)OC(=O)N(C/C=C/C(=O)O)C